N[C@@H](CS)C(=O)OC([C@@H](N)CS)=O cysteinyl ether